(R)-3-(3-chloro-4-fluorophenyl)-1-(1-(1-oxo-1,2-dihydroisoquinolin-4-yl)ethyl)-1-((tetrahydro-2H-pyran-4-yl)methyl)urea ClC=1C=C(C=CC1F)NC(N(CC1CCOCC1)[C@H](C)C1=CNC(C2=CC=CC=C12)=O)=O